4-oxobutanoic acid hydrochloride Cl.O=CCCC(=O)O